3-amino-8-methoxy-5-methylthio[1,2,4]triazolo[4,3-C]pyrimidine NC1=NN=C2N1C(=NC=C2OC)SC